2-(1H-pyrazol-4-yl)thiazole-4-carboxamide hemitartrate C(=O)(O)C(O)C(O)C(=O)O.N1N=CC(=C1)C=1SC=C(N1)C(=O)N.N1N=CC(=C1)C=1SC=C(N1)C(=O)N